(S)-7-bromo-6-chloro-1-isopropyl-3-phenyl-1,2,3,4-tetrahydroquinoxaline BrC1=C(C=C2N[C@H](CN(C2=C1)C(C)C)C1=CC=CC=C1)Cl